ClC1=C(C=C(OCC(=O)N[C@H]2CC[C@@H](NC2)C(=O)NC2=NC(=CN=C2)C(F)(F)F)C=C1)F (2R,5S)-5-[2-(4-chloro-3-fluorophenoxy)acetamido]-N-[6-(trifluoromethyl)pyrazin-2-yl]piperidine-2-carboxamide